C(CCCCCCCCCCC)SCCC(=O)O 3-(dodecylthio)propanoic acid